3-(6-(benzyloxy)pyridin-2-yl)-3-azabicyclo[3.1.0]hexane-2-carboxylic acid C(C1=CC=CC=C1)OC1=CC=CC(=N1)N1C(C2CC2C1)C(=O)O